N[C@]1(C[C@@H]([C@@H](C1)[18F])F)C(=O)O (1S,3S,4R)-1-amino-3-fluoro-4-[18F]fluorocyclopentane-1-carboxylic acid